β-(3,4-epoxycyclohexyl)ethyl-ethyldiethoxysilane C1(CC2C(CC1)O2)CC[Si](OCC)(OCC)CC